N-methyl-N-(o-tolyl)benzo[4,5]imidazo[1,2-a]pyrimidin-2-amine CN(C1=NC=2N(C=C1)C1=C(N2)C=CC=C1)C1=C(C=CC=C1)C